C(C1=CC=CC=C1)OC1CC(C1)O[Si](C)(C)C (3-benzyloxycyclobutoxy)-trimethyl-silane